CN(C=1SC2=C(N1)C=CC(=C2)[N+](=O)[O-])C N,N-dimethyl-6-nitrobenzo[d]thiazol-2-amine